C1(CCC1)CCCCCCCCC(=O)N cyclobutylnonanoylAmine